C(C1=CC=CC=C1)N1CC(C1)C(=O)O[C@H]1[C@H](N(C[C@@H]1OC(=O)OC(C)(C)C)C(=O)OC(C)(C)C)CC1=CC=C(C=C1)OC tert-butyl (2R,3S,4S)-3-(1-benzylazetidine-3-carbonyloxy)-4-[(tert-butoxycarbonyl)oxy]-2-[(4-methoxyphenyl)methyl]pyrrolidine-1-carboxylate